C1(CC1)[Sn](CCCC)(CCCC)CCCC cyclopropyl-tributyltin